6-chloro-8-((1S,2S)-2-(1-(2,2,2-trifluoroethyl)-1H-benzo[d]imidazol-6-yl)cyclopropyl)imidazo[1,2-b]pyridazine ClC=1C=C(C=2N(N1)C=CN2)[C@@H]2[C@H](C2)C=2C=CC1=C(N(C=N1)CC(F)(F)F)C2